SCCN(CCS)CC1=C(C=C(S1)C1=NC(=NC(=N1)N1[C@@H](COCC1)C)C=1C=C(C=CC1)O)C (R)-3-(4-(5-((bis(2-mercaptoethyl)amino)methyl)-4-methylthiophen-2-yl)-6-(3-methylmorpholino)-1,3,5-triazin-2-yl)phenol